8-pyrrolinyl-4-(4-cyano-3-pyridyl)-3,4-dihydrobenzo[f][1,4]oxazepine-5(2H)-one N1(C=CCC1)C1=CC2=C(C(N(CCO2)C=2C=NC=CC2C#N)=O)C=C1